COC1CN(C1)C1CCC(CC1)N (1r,4r)-4-(3-methoxy-azetidin-1-yl)cyclohexan-1-amine